(7S,16RS)-9-(2,6-difluorophenyl)-16-fluoro-3,7-dimethyl-18-thia-2,4,5,8-tetrazatetracyclo[8.8.0.02,6.011,17]octadeca-1(10),3,5,8,11(17)-pentaene FC1=C(C(=CC=C1)F)C1=N[C@H](C2=NN=C(N2C=2SC=3[C@@H](CCCCC3C12)F)C)C |&1:19|